N-(4-ethylphenyl)pent-4-enamide C(C)C1=CC=C(C=C1)NC(CCC=C)=O